3-({[(1R)-6-{methyl-[4-(pyrrolidin-1-yl)phenyl]amino}-1,2,3,4-tetrahydronaphthalen-1-yl]methyl}amino)pyridine-4-carboxylic acid methyl ester COC(=O)C1=C(C=NC=C1)NC[C@@H]1CCCC2=CC(=CC=C12)N(C1=CC=C(C=C1)N1CCCC1)C